ethyl 2-chloro-8-(trifluoromethyl)quinoline-4-carboxylate ClC1=NC2=C(C=CC=C2C(=C1)C(=O)OCC)C(F)(F)F